ethyl 5-hydroxy-4-(methoxymethyl)-9H-pyrido[3,4-b]indole-3-carboxylate OC1=C2C3=C(NC2=CC=C1)C=NC(=C3COC)C(=O)OCC